CC1(CS(C2(CC2)CN1)(=O)=O)C1=CC2=C(SC3=C2C=C(C=C3)C#CC)C=C1 6-methyl-6-(8-(prop-1-yn-1-yl)dibenzo[b,d]thiophen-2-yl)-4-thia-7-azaspiro[2.5]octane 4,4-dioxide